Cl.CC1(CCNCC1)C(=O)OC methyl 4-methylpiperidine-4-carboxylate HCl